5-bromo-2-(isopropylthio)benzoic acid methyl ester COC(C1=C(C=CC(=C1)Br)SC(C)C)=O